4-(3-methoxyphenyl)pyrrolidine-2-carboxamide dihydrochloride Cl.Cl.COC=1C=C(C=CC1)C1CC(NC1)C(=O)N